COC=1C=CC=C2C=CC=C(C12)CCN(CCC)C N-(2-(8-methoxynaphthalen-1-yl)ethyl)-N-methylpropan-1-amine